Dodecyl ((R)-(((2R,3S,5R)-5-(6-amino-2-fluoro-9H-purin-9-yl)-2-ethynyl-3-hydroxytetrahydrofuran-2-yl) methoxy)(phenoxy)phosphoryl)-L-phenylalaninate NC1=C2N=CN(C2=NC(=N1)F)[C@H]1C[C@@H]([C@@](O1)(C#C)CO[P@@](=O)(OC1=CC=CC=C1)N[C@@H](CC1=CC=CC=C1)C(=O)OCCCCCCCCCCCC)O